O[B-]1(CCC=2C=CC(=CC2O1)OC1CN(C1)C(=O)C=1C=NC(=CC1O)C)O 4,4-dihydroxy-8-{[1-(4-hydroxy-6-methylpyridine-3-carbonyl)azetidin-3-yl]oxy}-5-oxa-4-boranuidabicyclo[4.4.0]deca-1(6),7,9-triene